C(C)S(=O)(=O)C=1C=C(C=NC1N1N=C2C(C=NC(=C2)C(F)(F)F)=C1)C(=O)O 5-ethylsulfonyl-6-[6-(trifluoro-methyl)pyrazolo[4,3-c]Pyridin-2-yl]Pyridine-3-carboxylic acid